N[C@]1(CN(CCC1)C=1C(=CC(=NC1)C1=CC=C(C=C1)F)CN1C2=NC=NC(=C2N=C1)N)COC1CCC1 (R)-9-((5-(3-amino-3-(cyclobutoxymethyl)piperidin-1-yl)-2-(4-fluorophenyl)pyridin-4-yl)methyl)-9H-purin-6-amine